(1-(cyclopropylsulfonyl)-1H-pyrazol-4-yl)-N-(4-(3-(fluoromethyl)piperidin-1-yl)-5-((1-methyl-1H-pyrazol-4-yl)ethynyl)pyridin-2-yl)pyrimidin-4-amine C1(CC1)S(=O)(=O)N1N=CC(=C1)C1=NC=CC(=N1)NC1=NC=C(C(=C1)N1CC(CCC1)CF)C#CC=1C=NN(C1)C